FC(C(=O)OC(C)C)(F)F propan-2-yl 2,2,2-trifluoroacetate